N-(methyl-d3)-4-((2,4,5-trimethyl-4,5-dihydro-2H-[1,2,3]triazolo[4,5-c]quinolin-6-yl)amino)pyridazine-3-carboxamide C(NC(=O)C=1N=NC=CC1NC1=CC=CC=2C=3C(C(N(C12)C)C)=NN(N3)C)([2H])([2H])[2H]